FC1=C(C=CC(=C1)C(C(=O)NC1=NC=CC=C1C)C)C1=CC=CC=C1 2-(2-fluoro-[1,1'-biphenyl]-4-yl)-N-(3-methylpyridin-2-yl)propanamide